O=C1OCC(=NN1)C1=CC(=C(C=C1)N1CC2(CS(C2)(=O)=O)C1)C(F)(F)F 6-[4-(2-Oxo-3,6-dihydro-2H-1,3,4-oxadiazin-5-yl)-2-(trifluoro-methyl)phenyl]-2λ6-thia-6-azaspiro[3.3]heptane-2,2-dione